Cyclohexyltris(trimethylsiloxy)silane C1(CCCCC1)[Si](O[Si](C)(C)C)(O[Si](C)(C)C)O[Si](C)(C)C